(8R)-2-chloro-5,6,7,8-tetrahydro-1,7-naphthyridin ClC1=NC=2CNCCC2C=C1